ClC=1C=C(CNC2=C3C(=NC(=N2)C2=CC=C(C(=O)OC)C=C2)N(N=C3CC)C)C=CC1OC methyl 4-(4-((3-chloro-4-methoxybenzyl)amino)-3-ethyl-1-methyl-1H-pyrazolo[3,4-d]pyrimidin-6-yl)benzoate